FC1(C[C@@]2(CC1)C[C@H](NCC2)C2=CC=C(C(=O)OC)C=C2)F methyl 4-((5R,7S)-2,2-difluoro-8-azaspiro[4.5]decan-7-yl)benzoate